NC1=CC(=C(C=C1)N1C(C=CC=C1)=O)F 1-(4-amino-2-fluorophenyl)pyridin-2(1H)-one